C(C)(C)N1C(C(C=2C1=CC=1C(=NN=C(C1C2)C)N[C@H](C)C2=C(C(=CC=C2)C(C(C)(C)O)(F)F)F)(C)C)=O 1-isopropyl-3,3,5-trimethyl-8-[[(1R)-1-[3-(1,1-difluoro-2-hydroxy-2-methyl-propyl)-2-fluoro-phenyl]ethyl]amino]pyrrolo[2,3-g]phthalazin-2-one